(2S)-2-amino-4-(methylamino)-4-oxobutanoic acid N[C@H](C(=O)O)CC(=O)NC